4-[(s,S)-5-(3,5-dichlorophenyl)-4,5-dihydro-5-(trifluoromethyl)-3-isoxazolyl]-2-methyl-N-(cis-1-oxido-3-thietanyl)benzamide ClC=1C=C(C=C(C1)Cl)[C@@]1(CC(=NO1)C1=CC(=C(C(=O)NC2CS(C2)=O)C=C1)C)C(F)(F)F